bis(2-hydroxyethyl)-3-dodecoxy-1-hydroxypropylamine oxide OCC[N+](C(CCOCCCCCCCCCCCC)O)(CCO)[O-]